2-[3-(4-bromo-2-methyl-pyrazol-3-yl)oxypropoxy]-5-methyl-pyrazolo[1,5-a]pyrazin-4-one BrC1=C(N(N=C1)C)OCCCOC1=NN2C(C(N(C=C2)C)=O)=C1